CN([C@H]([C@H](C)NC1=NN2C(C3=CC=CC=C13)=NN=C2C)C2=CC=C(CN1CCN(CC1)C=1C=C(C=CC1)C1C(NC(CC1)=O)=O)C=C2)C 3-(3-(4-(4-((1S,2S)-1-(dimethylamino)-2-((3-methyl-[1,2,4]triazolo[3,4-a]phthalazin-6-yl)amino)propyl)benzyl)piperazin-1-yl)phenyl)piperidine-2,6-dione